Dimethyl-methane CCC